OCC([C@H](C[C@H]1C(NCC1)=O)NC(=O)[C@@H]1N(C2CCC1CC2)C(=O)C2(C1=CC=CC=C1C=1C=CC=CC21)O)=O (R)-N-((S)-4-hydroxy-3-oxo-1-((S)-2-oxopyrrolidin-3-yl)butan-2-yl)-2-(9-hydroxy-9H-fluorene-9-carbonyl)-2-azabicyclo[2.2.2]octane-3-carboxamide